7-methoxy-2-(tetrahydrofuran-3-ylmethyl)-N-[6-(trifluoromethyl)-2-pyridinyl]imidazo[1,2-a]pyridine-6-carboxamide COC1=CC=2N(C=C1C(=O)NC1=NC(=CC=C1)C(F)(F)F)C=C(N2)CC2COCC2